4,6-bis(1,1-dimethylethyl)-1,3-benzenedimethaneamine CC(C)(C)C1=C(C=C(C(=C1)C(C)(C)C)CN)CN